5-(3-(2,2-Difluoroethyl)-2-methyl-3H-imidazo[4,5-b]pyridin-5-yl)-N-(tetrahydro-2H-pyran-4-yl)pyrrolo[2,1-f][1,2,4]triazin-2-amine FC(CN1C(=NC=2C1=NC(=CC2)C=2C=CN1N=C(N=CC12)NC1CCOCC1)C)F